5-(2-Aminopyrimidin-5-yl)-1H-benzo[d]imidazol-2(3H)-one NC1=NC=C(C=N1)C1=CC2=C(NC(N2)=O)C=C1